C1(CC1)N1N=C2C(N(C(N([C@H]2C)C2CCN(CC2)C=2C(=NC=CC2C)OC)=O)CC2=C(C=CC=C2)C(F)(F)F)=C1 (S)-2-Cyclopropyl-6-(2'-methoxy-4'-methyl-3,4,5,6-tetrahydro-2H-[1,3']bipyridinyl-4-yl)-7-methyl-4-(2-trifluoromethylbenzyl)-2,4,6,7-tetrahydro-pyrazolo[4,3-d]pyrimidin-5-one